NC=1N=NC(=CC1N1CC2CCC(C1)N2C2=NC=C(C=N2)C2CCN(CC2)C2CC1(C2)CCC(CC1)C(=O)OCC)C1=C(C=CC=C1)O Ethyl 2-(4-(2-(3-(3-amino-6-(2-hydroxyphenyl)pyridazin-4-yl)-3,8-diazabicyclo[3.2.1]octan-8-yl)pyrimidin-5-yl)piperidin-1-yl)spiro[3.5]nonane-7-carboxylate